C(C)(C)N(P(N(C(C)C)C(C)C)OCC1=C(C=CC=C1)C(=O)OCCCC)C(C)C N,N,N',N'-tetraisopropyl-1-(2-(1-butyloxycarbonyl)benzyloxy)phosphanediamine